C(#N)C1=NC(=NC=C1)N1CC2(CC2)C(CC1)C(=O)O 5-(4-Cyanopyrimidin-2-yl)-5-azaspiro[2.5]octane-8-carboxylic acid